BrC=1C(=C(C=CC1)C1N(CCC2=C1SC(=N2)C(=O)N)C)C (3-bromo-2-methylphenyl)-5-methyl-4,5,6,7-tetrahydrothiazolo[5,4-c]pyridine-2-carboxamide